C(C1=CC=CC=C1)OC=1C=C2CCN[C@H](C2=CC1OC)CC(COC(C)(C)C)=O (S)-1-(6-(benzyloxy)-7-methoxy-1,2,3,4-tetrahydroisoquinolin-1-yl)-3-(tert-butoxy)propan-2-one